N[C@H]1C[C@H](CCC1)N1C=NC=2C1=[N+](C=C(C2)C#N)[O-] 3-((1S,3R)-3-aminocyclohexyl)-6-cyano-3H-imidazo[4,5-b]pyridine 4-oxide